N3-(1'-naphthylmethyl)-4,5-bis(4'-fluorophenyl)imidazole C1(=CC=CC2=CC=CC=C12)CN1C=NC(=C1C1=CC=C(C=C1)F)C1=CC=C(C=C1)F